4'-methyl-2-cyanobiphenyl CC1=CC=C(C=C1)C1=C(C=CC=C1)C#N